gallium copper-gallium [Ga].[Cu].[Ga]